2-(Acetyloxymethyl)-6-(2-aminoethoxy)tetrahydro-3,4,5-triacetoxy-pyran C(C)(=O)OCC1OC(C(C(C1OC(C)=O)OC(C)=O)OC(C)=O)OCCN